4-[(3-cyanophenyl)sulfonyl]-N-[(naphthalen-2-yl)methyl]-1-(thiophene-2-carbonyl)piperazine-2-carboxamide C(#N)C=1C=C(C=CC1)S(=O)(=O)N1CC(N(CC1)C(=O)C=1SC=CC1)C(=O)NCC1=CC2=CC=CC=C2C=C1